[Sn].C1(=CC=CC=C1)O.C1(=CC=CC=C1)O diphenol tin